5,7-dihydropyrrolo[3,4-b]pyridine N1=C2C(=CC=C1)CNC2